4-(((2S)-4-cyclopropyl-2-(4-(methoxycarbonyl)phenyl)piperidin-1-yl)methyl)-5-methoxy-7-methyl-1H-indole-1-carboxylic acid tert-butyl ester C(C)(C)(C)OC(=O)N1C=CC2=C(C(=CC(=C12)C)OC)CN1[C@@H](CC(CC1)C1CC1)C1=CC=C(C=C1)C(=O)OC